CC1(CCN(C(O1)=O)CCCNC1=NC(=NC=C1C(F)(F)F)NC=1C(=NN(C1)C1CN(CC1)C)C)C 6,6-dimethyl-3-(3-((2-((3-methyl-1-(1-methylpyrrolidin-3-yl)-1H-pyrazol-4-yl)amino)-5-(trifluoromethyl)pyrimidin-4-yl)amino)propyl)-1,3-oxazinan-2-one